ClC(C1=NC(=NO1)C1=CC=2N(C=C1)C=C(N2)C(=O)N=S(=O)(C)C2=C(C=CC=C2)F)(F)F 7-(5-(chlorodifluoromethyl)-1,2,4-oxadiazol-3-yl)-N-((2-fluorophenyl)(methyl)(oxo)-λ6-sulfaneylidene)imidazo[1,2-a]pyridine-2-carboxamide